[Ti](Cl)(Cl)(Cl)Cl titanium(IV) tetrachloride